2-amino-N-(4-hydroxybicyclo-[2.2.2]oct-1-yl)-5-(4-(3-(tetrahydro-2H-pyran-4-yl)-3-azabicyclo[3.1.0]-hex-1-yl)phenyl)nicotinamide NC1=C(C(=O)NC23CCC(CC2)(CC3)O)C=C(C=N1)C1=CC=C(C=C1)C13CN(CC3C1)C1CCOCC1